methyl 7-bromo-2-methyl-1H-benzimidazole-4-carboxylate BrC1=CC=C(C2=C1NC(=N2)C)C(=O)OC